Nicotine 2,3-dihydroxybenzoate salt OC1=C(C(=O)O)C=CC=C1O.N1=CC=CC(=C1)C1N(C)CCC1